4-Chloro-3-iodo-1H-pyrazolo[3,4-b]pyridine ClC1=C2C(=NC=C1)NN=C2I